OCCC1=CC2=CC=C1O2 6-Hydroxyethyl-1,4-phenylene ether